CC1(C(C(CCC1)C)CCC(CC)O)C 1-(2,2,6-trimethyl-cyclohexyl)pentan-3-ol